ClC1=CC=C(C(=N1)C(=O)NS(=O)(=O)C)N[C@H](C)C=1C=C(C=C2C(N(C(=NC12)C1=CC2=C(N(C=N2)C)C=C1)C)=O)C (R)-6-chloro-3-((1-(3,6-dimethyl-2-(1-methyl-1H-benzo[d]imidazol-5-yl)-4-oxo-3,4-dihydroquinazolin-8-yl)ethyl)amino)-N-(methylsulfonyl)picolinamide